ClC1=C(C(=NC(=C1)Cl)C(=O)OC)I methyl 4,6-dichloro-3-iodo-pyridine-2-carboxylate